ClC=1C=CC(=NC1)C(C)=O 1-(5-chloropyridin-2-yl)ethanone